5-(3-cyclobutylisoxazolo[5,4-c]pyridazin-5-yl)-1H-pyrimidine-2,4-dione C1(CCC1)C1=NOC2=NN=C(C=C21)C=2C(NC(NC2)=O)=O